C(C)(C)(C)OC(=O)N1CCN(CC1)C1=CC=CC2=CC=C(C=C12)O 4-(7-Hydroxynaphthalen-1-yl)piperazine-1-carboxylic acid tert-butyl ester